2-[3-(3,5-dibromophenyl)ureido]-N-(2-hydroxy-ethyl)benzamide BrC=1C=C(C=C(C1)Br)NC(NC1=C(C(=O)NCCO)C=CC=C1)=O